1-(N,N-diallyl-amino)-3-(N',N'-bis(2-cyanoethyl)amino)-2-propanol C(C=C)N(CC=C)CC(CN(CCC#N)CCC#N)O